CN(CCOC(=O)OC(C(=O)OCCCCCCOC(CCCCCCCCC)=O)CCC(=O)OCCCCCCOC(CCCCCCCCC)=O)C Bis(6-(decanoyloxy)hexyl) 2-(((2-(dimethylamino)ethoxy)carbonyl)oxy)pentanedioate